CC1=C(C=O)C=C(C(=C1)C)[N+](=O)[O-] 2,4-dimethyl-5-nitro-benzaldehyde